OC1=C(C(=CC(=C1C1=CC=CC=C1)OCN(C(OC)=O)C)CCCCC)C methyl (((6-hydroxy-5-methyl-4-pentyl-[1,1'-biphenyl]-2-yl)oxy)methyl)(methyl)carbamate